Cl.Cl.CN1C2(CNC2)CCC1 5-methyl-2,5-diazaspiro[3.4]octane dihydrochloride salt